N-(2-fluoro-4-(2-(phenylamino)-7H-pyrrolo[2,3-d]pyrimidin-4-yl)phenyl)ethanesulfonamide FC1=C(C=CC(=C1)C=1C2=C(N=C(N1)NC1=CC=CC=C1)NC=C2)NS(=O)(=O)CC